FC1(CN(CC1)CC(=O)NC=1N=NN(C1)CCCCN1N=NC(=C1)C(=O)NCC1=NC=CC=C1)F 1-(4-{4-[2-(3,3-difluoropyrrolidin-1-yl)acetamido]-1H-1,2,3-triazol-1-yl}butyl)-N-(pyridin-2-ylmethyl)-1H-1,2,3-triazole-4-carboxamide